ethyl-butyl-styrene C(C)C(=CC1=CC=CC=C1)CCCC